O=C1C(O)=C([O-])[C@H](O1)[C@@H](O)CO.[Mg+2].O=C1C(O)=C([O-])[C@H](O1)[C@@H](O)CO magnesium ascorbate salt